cyclopentyloxy-5-hydroxy-2-(4-isobutoxyphenyl)chroman-4-one tert-Butyl-N-[3-[(5-formyl-2-thienyl)methyl]phenyl]carbamate C(C)(C)(C)OC(NC1=CC(=CC=C1)CC=1SC(=CC1)C=O)=O.C1(CCCC1)OC1(OC2=CC=CC(=C2C(C1)=O)O)C1=CC=C(C=C1)OCC(C)C